1-(3-(dimethylamino)phenyl)-3,3-dimethyl-N-(4-methyl-1,1-dioxidotetrahydro-2H-thiopyran-4-yl)-2-oxoindoline-5-carboxamide CN(C=1C=C(C=CC1)N1C(C(C2=CC(=CC=C12)C(=O)NC1(CCS(CC1)(=O)=O)C)(C)C)=O)C